O=C1NC(CCC1N1C(N(C=2C(=NC=CC21)N2CCN(CC2)[C@@H]2C(CN(CC2)C(=O)OC(C)(C)C)(F)F)C)=O)=O Tert-butyl (4S)-4-[4-[1-(2,6-dioxo-3-piperidyl)-3-methyl-2-oxo-imidazo[4,5-c]pyridin-4-yl] piperazin-1-yl]-3,3-difluoro-piperidine-1-carboxylate